Benzyl (3-(1-(4-fluorobenzamido)cyclopropyl)bicyclo[1.1.1]pentan-1-yl)carbamate FC1=CC=C(C(=O)NC2(CC2)C23CC(C2)(C3)NC(OCC3=CC=CC=C3)=O)C=C1